C(C)OC(C=1NC2=CC(=CC=C2C1)CN1C=CC(C=C1)=O)OCC N-((2-(Diethoxymethyl)-1H-indol-6-yl)methyl)-4-oxo-4H-pyridine